N-((3R,4S)-4-((8-chloro-6-(2,6-di-chloro-3,5-dimethoxyphenyl)pyrido[3,4-d]pyrimidin-2-yl)amino)tetrahydro-furan-3-yl)acrylamide ClC1=NC(=CC2=C1N=C(N=C2)N[C@H]2[C@H](COC2)NC(C=C)=O)C2=C(C(=CC(=C2Cl)OC)OC)Cl